C1=CC=C(C=2OC3=C(C21)C=CC=C3)N3C=NC=2C3=NC=CC2 3-(dibenzo[b,d]furan-4-yl)-3H-imidazo[4,5-b]pyridine